FC(C(C(F)(F)F)(O)C1=CC=C(C=C1)O)(F)F 4-[2,2,2-trifluoro-1-hydroxy-1-(trifluoromethyl)ethyl]phenol